C(C1=CC=CC=C1)C(C(=O)C1=CC=C(C=C1)N1CCOCC1)(CC)N(C)C 2-benzyl-2-(N,N-dimethylamino)-1-(4-morpholinophenyl)butan-1-one